ClC=1C=C(C=C(C1)Cl)N1N=C(C(=C1)C1=CC=CC=C1)C1SCCCS1 1-(3,5-dichlorophenyl)-3-(1,3-dithian-2-yl)-4-phenyl-1H-pyrazole